Cl.NC\C=C(\CN1C(=NC2=C1C=C(C=C2C2=CC(=CC=C2)S(N(C)C)(=O)=O)C(=O)OC)C)/F Methyl (Z)-1-(4-amino-2-fluorobut-2-en-1-yl)-4-(3-(N,N-dimethylsulfamoyl)phenyl)-2-methyl-1H-benzo[d]imidazol-6-carboxylate Hydrochloride